1-(4-((4-amino-5-(4-phenoxyphenyl)-7H-pyrrolo[2,3-d]pyrimidin-6-yl)ethynyl)piperidin-1-yl)prop-2-en-1-one NC=1C2=C(N=CN1)NC(=C2C2=CC=C(C=C2)OC2=CC=CC=C2)C#CC2CCN(CC2)C(C=C)=O